2-amino-9-{(Z)-[2,2-bis(hydroxymethyl)cyclopropyl]methyl}-3,9-dihydro-6H-purin-6-one NC1=NC(C=2N=CN(C2N1)CC1C(C1)(CO)CO)=O